alpha-hydroxycysteine O[C@](N)(CS)C(=O)O